4-((6-((R)-3-(4-amino-3-(4-phenoxyphenyl)-1H-pyrazolo[3,4-d]pyrimidin-1-yl)piperidine-1-yl)-6-oxohexyl)thio)-2-(2,6-dioxopiperidin-3-yl)-7-fluoroisoindoline-1,3-dione NC1=C2C(=NC=N1)N(N=C2C2=CC=C(C=C2)OC2=CC=CC=C2)[C@H]2CN(CCC2)C(CCCCCSC2=C1C(N(C(C1=C(C=C2)F)=O)C2C(NC(CC2)=O)=O)=O)=O